(+/-)-3-(2-((2R,6S)-6-(3-methylpyridin-2-yl)piperidin-2-yl)pyridin-3-yl)propionamide CC=1C(=NC=CC1)[C@@H]1CCC[C@@H](N1)C1=NC=CC=C1CCC(=O)N |r|